1-[5-[4-chloro-7-fluoro-2-[4-(5-fluoro-3-methoxy-2-pyridyl)piperazine-1-carbonyl]-1H-indol-6-yl]-3,6-dihydro-2H-pyridin-1-yl]-3-pyrazol-1-yl-propan-1-one ClC1=C2C=C(NC2=C(C(=C1)C1=CCCN(C1)C(CCN1N=CC=C1)=O)F)C(=O)N1CCN(CC1)C1=NC=C(C=C1OC)F